Calcium indium sulfide [In]=S.[Ca]